2-[({2-[(2,2-Difluorocyclopropyl)sulfanyl]-4-methylpyridin-3-yl}methyl)sulfanyl]-3H,5H,6H,7H-cyclopenta[d]pyrimidin-4-one FC1(C(C1)SC1=NC=CC(=C1CSC=1NC(C2=C(N1)CCC2)=O)C)F